BrC1=C(C=CC(=C1)C(=O)OC)C1=CC=C(C=C1)C(=O)OC(C)(C)C 4'-tert-butyl 4-methyl 2-bromo-[1,1'-biphenyl]-4,4'-dicarboxylate